7-((6-(4-Aminopiperidin-1-yl)-2-(4-cyano-3-fluorophenyl)-2'-methyl-[3,4'-bipyridin]-4-yl)oxy)-N-hydroxyheptanamide hydrochloride Cl.NC1CCN(CC1)C1=CC(=C(C(=N1)C1=CC(=C(C=C1)C#N)F)C1=CC(=NC=C1)C)OCCCCCCC(=O)NO